3-hydroxy-3-trimethylsilyloxolan OC1(COCC1)[Si](C)(C)C